ClC(C1=NC(=NO1)C1=CC=C(C=C1)C(CSCC1=NN(C=N1)C)=O)(F)F 1-(4-(5-(Chlorodifluoromethyl)-1,2,4-oxadiazol-3-yl)phenyl)-2-(((1-methyl-1H-1,2,4-triazol-3-yl)methyl)thio)ethan-1-on